OC1=CC=C2C\C(\C(C2=C1)=O)=C/C1=CC(=C(C(=C1)OC)O)OC (E)-6-hydroxy-2-(4-hydroxy-3,5-dimethoxybenzylidene)-2,3-dihydro-1H-inden-1-one